C(C)(C)(C)OC(N(C1=NC=C(N=C1C1=CC(=NO1)C1=CC2=C(NC(N2)=O)C=C1)C1=CC=C(C=C1)S(=O)(=O)C(C)C)C(=O)OC(C)(C)C)=O tert-butyl(tert-butoxycarbonyl)(5-(4-(isopropylsulfonyl)phenyl)-3-(3-(2-oxo-2,3-dihydro-1H-benzo[d]imidazol-5-yl)isoxazol-5-yl)pyrazin-2-yl)carbamate